[Na].C1(CCCCC1)P(C1=C(C=CC=C1)C1=C(C=C(C=C1C(C)C)S(=O)(=O)O)C(C)C)C1CCCCC1 2'-(dicyclohexylphosphino)-2,6-diisopropylbiphenyl-4-sulfonic acid sodium